C1(CCCCC1)/C=C/CCCCC(=O)OC methyl (6E)-7-cyclohexylhept-6-enoate